N-methyl-γ-aminothiobutyrate CNCCCC(=S)[O-]